C1(CC1)C(=O)NC1=CC(=C(N=N1)C(=O)NC([2H])([2H])[2H])NC1=CC=CC=2C3=C(CN(C12)C([2H])([2H])[2H])N=CC=N3 6-(cyclopropanecarboxamido)-N-(methyl-d3)-4-((6-(methyl-d3)-5,6-dihydropyrazino[2,3-c]quinolin-7-yl)amino)pyridazine-3-carboxamide